2,3,5,6,8,9-hexachlorododecane ClC(C)C(CC(C(CC(C(CCC)Cl)Cl)Cl)Cl)Cl